C1(CCC1)CC1=CC(=C(C(=C1)OCC1=CC=CC=C1)C1=C2CC(N(C2=CC=C1C)CC)=O)OCC1=CC=CC=C1 4-(4-(Cyclobutylmethyl)-2,6-bis(benzyloxy)phenyl)-1-ethyl-5-methylindolin-2-one